NC1=CC2=C(N(C(=N2)C[C@@H](C(=O)OCC)NC([C@H](CC2=CC=C(C=C2)F)NC(=O)OC(C)(C)C)=O)C)C=C1 ethyl (2S)-3-(5-amino-1-methyl-benzimidazol-2-yl)-2-[[(2S)-2-(tert-butoxycarbonylamino)-3-(4-fluorophenyl)propanoyl]amino]propanoate